5,6-dimethyl-9-((1-methyl-4,5-dihydro-1H-imidazol-2-yl)methoxy)-6H-pyrido[4,3-b]carbazole CC1=C2C(=CC=3C=4C=C(C=CC4N(C13)C)OCC=1N(CCN1)C)C=NC=C2